rac-(1s,2s)-2-amino-1-methylcyclohexane-1-ol N[C@@H]1[C@](CCCC1)(O)C |r|